6-Fluoro-N-methyl-1-{4-[(3R)-3-methylmorpholin-4-yl]-6-[1-((R)-S-methylsulfonimidoyl)cyclopropyl]pyrimidin-2-yl}-1H-benzimidazol-2-amine FC=1C=CC2=C(N(C(=N2)NC)C2=NC(=CC(=N2)N2[C@@H](COCC2)C)C2(CC2)[S@@](=O)(=N)C)C1